C(C)(C)(C)N(C(O)=O)CC=1C(=C2C(N(CC2=C(C1)Cl)C1C(NC(CC1)=O)=O)=O)F.ClC=1C=C(N)C=C(C1OC1=CC=C(C=C1)OC)Cl 3,5-dichloro-4-(4-methoxyphenoxy)aniline tert-butyl-((7-chloro-2-(2,6-dioxopiperidin-3-yl)-4-fluoro-3-oxoisoindolin-5-yl)methyl)carbamate